C(C)OC1=CC(=NC=C1C#N)C(C)N1C(C2=CC(=CC(=C2CC1)C(C(C(F)(F)F)C)O)CCN(C)CC)=O 4-ethoxy-6-(1-(7-(2-(ethyl(methyl)amino)ethyl)-1-oxo-5-(3,3,3-trifluoro-1-hydroxy-2-methylpropyl)-3,4-dihydroisoquinolin-2(1H)-yl)ethyl)nicotinonitrile